4-oxo-3-(7-oxospiro[3.5]nonan-2-yl)quinazoline O=C1N(C=NC2=CC=CC=C12)C1CC2(C1)CCC(CC2)=O